(S)-4-((1-(4-((4,4-difluoropiperidin-1-yl)methyl)-3-fluorophenyl)ethyl)amino)-2-ethyl-2,3-dihydro-1H-pyrrolo[3,4-c]pyridin-1-one FC1(CCN(CC1)CC1=C(C=C(C=C1)[C@H](C)NC1=NC=CC2=C1CN(C2=O)CC)F)F